1-(4-(1,4-Dimethyl-2-(4-(methylsulfonyl)phenyl)-1H-benzo[d]imidazol-6-yl)benzyl)-N,N-dimethylpiperidin-4-amin CN1C(=NC2=C1C=C(C=C2C)C2=CC=C(CN1CCC(CC1)N(C)C)C=C2)C2=CC=C(C=C2)S(=O)(=O)C